COC1=CC=C(C=C1)NS(=O)(=O)CC#N 2-Nitrilo-ethanesulfonic Acid (4-methoxy-phenyl)-amid